Cl.CC1(CCC(CC1)N(C(C(C)C)=O)C1CC(NC1)C(=O)O)C 4-(N-(4,4-dimethylcyclohexyl)isobutyramido)pyrrolidine-2-carboxylate hydrochloride